C(#N)C=1C(=NC(=C(C1CC)C#N)N1CC2=CN=CC=C2CC1)SC(C(=O)N)C1=CC=CC=C1 2-((3,5-Dicyano-6-(3,4-dihydro-2,7-naphthyridin-2(1H)-yl)-4-ethylpyridin-2-yl)thio)-2-phenylacetamide